COC(C#CCCCCCC(=O)OCCCC)OC butyl 9,9-dimethoxy-7-nonynoate